C12CN(CC(O1)C2)C2=NC(=CC1=C2N=C(N=C1)N[C@H]1[C@H](COC1)NC(C=C)=O)C1=C(C(=CC(=C1F)OC)OC)F N-((3R,4S)-4-((8-(6-oxa-3-azabicyclo[3.1.1]heptan-3-yl)-6-(2,6-difluoro-3,5-dimethoxyphenyl)pyrido[3,4-d]pyrimidin-2-yl)amino)tetrahydrofuran-3-yl)acrylamide